4-(1,4-Diazepan-1-yl)-8-oxo-11-thia-1,3,5-triazatetracyclo-[8.7.0.02,7.012,17]heptadeca-2(7),3,5,9,12,14,16-heptaene-9-carboxylic acid N1(CCNCCC1)C1=NC=2N3C4=CC=CC=C4SC3=C(C(C2C=N1)=O)C(=O)O